2-(1-((4,4-difluorocyclohexyl)methyl)-3-methyl-4-(trifluoromethyl)-1H-pyrazole-5-carboxamido)oxazole-5-carboxamide FC1(CCC(CC1)CN1N=C(C(=C1C(=O)NC=1OC(=CN1)C(=O)N)C(F)(F)F)C)F